CI methylIodine